COC=1C=C(CN(C2=CC(=NC=C2)CN2C(CNCC2)=O)CC2=CC(=CC=C2)OC)C=CC1 1-((4-(bis(3-methoxybenzyl)amino)pyridin-2-yl)methyl)piperazin-2-one